(2E)-2-(methoxyimino)-N-methyl-2-{2-[(E)-({1-[3-(trifluoromethyl)phenyl]ethoxy}-imino)methyl]phenyl}acetamide CO\N=C(\C(=O)NC)/C1=C(C=CC=C1)/C=N/OC(C)C1=CC(=CC=C1)C(F)(F)F